3-(1-naphthyloxy)-1,2-epoxypropane C1(=CC=CC2=CC=CC=C12)OCC1CO1